N-(5-((5-chloro-4-((1-(methylsulfonyl)indolin-7-yl)amino)pyrimidin-2-yl)amino)-4-methoxy-2-(methyl(2-(piperidin-1-yl)ethyl)amino)phenyl)acrylamide ClC=1C(=NC(=NC1)NC=1C(=CC(=C(C1)NC(C=C)=O)N(CCN1CCCCC1)C)OC)NC=1C=CC=C2CCN(C12)S(=O)(=O)C